Methyl (piperidin-4-ylmethyl)carbamate N1CCC(CC1)CNC(OC)=O